FC1=CC=C(C=C1)CNCC1=NC=CC=C1C 1-(4-fluorophenyl)-N-[(3-methyl-2-pyridyl)methyl]methanamine